C(C)OC(C=C)=O prop-2-enoic acid ethyl ester